Calcium di-Natrium Bisphenol a OC1=CC=C(C=C1)C(C)(C)C1=CC=C(C=C1)O.[Na].[Na].[Ca]